(3-Fluoro-4-(1-(quinolin-6-ylmethyl)-1H-[1,2,3]triazolo[4,5-b]pyrazin-6-yl)phenyl)-dimethylphosphine Oxide FC=1C=C(C=CC1C1=CN=C2C(=N1)N(N=N2)CC=2C=C1C=CC=NC1=CC2)P(C)(C)=O